2-(2-(cyclopropanesulfonamido)thiazol-4-yl)-2-methyl-N-(5-(pyrazin-2-yl)pyridin-2-yl)propanamide C1(CC1)S(=O)(=O)NC=1SC=C(N1)C(C(=O)NC1=NC=C(C=C1)C1=NC=CN=C1)(C)C